OC[C@@H]1C(C[C@@H](O1)C=1C=CC(=NC1)CC(=O)N)=O (5-((2R,5R)-5-(hydroxymethyl)-4-oxotetrahydrofuran-2-yl)pyridin-2-yl)acetamide